ClC1=CC2=C(N=N1)N(C=C(C2=O)C(=O)N2C1COCC2CC1)CC 3-Chloro-8-ethyl-6-(3-oxa-8-azabicyclo[3.2.1]octane-8-carbonyl)pyrido[2,3-c]pyridazin-5-one